(S)-quinuclidin-3-yl (6-(2-fluorophenyl)-2,2-dimethyl-2,3-dihydro-1H-inden-1-yl)carbamate FC1=C(C=CC=C1)C1=CC=C2CC(C(C2=C1)NC(O[C@@H]1CN2CCC1CC2)=O)(C)C